C(#N)C1=CC=C(C2=C1CCO2)[C@@H]2C(=C(NC1=C(C=NC(=C21)OCC)C)C)C(=O)N (S)-4-(4-cyano-2,3-dihydrobenzofuran-7-yl)-5-ethoxy-2,8-dimethyl-1,4-dihydro-1,6-naphthyridine-3-formamide